(R)-1-(3-chlorophenyl-ethyl)-3-((4-(methylsulfonyl)phenoxy)methyl)piperazine ClC=1C=C(C=CC1)CCN1C[C@@H](NCC1)COC1=CC=C(C=C1)S(=O)(=O)C